C(C)(C)(C)OC(NCC#CC=1SC(=CC1)C#CCO)=O (3-(5-(3-hydroxy-prop-1-yn-1-yl)thiophen-2-yl)prop-2-yn-1-yl)carbamic acid tert-butyl ester